CN(C)C=C1N(CCC2=NN3C(C(CCC(C3)=C)=O)=C21)C(=O)[O-] (dimethylamino)methylene-8-methylene-11-oxo-3,4,8,9,10,11-hexa-hydro-1H-pyrido[4',3':3,4]pyrazolo[1,5-a]azepine-2(7H)-carboxylate